1,1,3-tris(2-methyl-4-hydroxy-5-tert-butyl-phenyl)butane CC1=C(C=C(C(=C1)O)C(C)(C)C)C(CC(C)C1=C(C=C(C(=C1)C(C)(C)C)O)C)C1=C(C=C(C(=C1)C(C)(C)C)O)C